methylimidazole CN1C=CN=C1